C(C)(C)(C)C1=CC=C(C=C1)/C(=C/C(=O)N1CCOCC1)/C1=CC(=NC=C1)Cl (2Z)-3-(4-tert.-Butylphenyl)-3-(2-chloropyridin-4-yl)-1-(morpholin-4-yl)prop-2-en-1-on